C1(=CC=CC=C1)SCC=1C=CC(=C(C1)CC=1C(=NN(C1)C(F)F)C1=NC(=NC(=C1)Cl)N)C1CC1 4-[4-[[5-(phenylthiomethyl)-2-cyclopropyl-phenyl]methyl]-1-(difluoromethyl)pyrazol-3-yl]-6-chloro-pyrimidin-2-amine